BrC=1C=CC(=NC1)C1(CC1)C=O 1-(5-bromopyridin-2-yl)cyclopropane-1-carbaldehyde